NC1=CC=C(C=C1)C1=NC(=CC(=C1)C1=CC=C(C=C1)N)C1=CC=C(C=C1)N 2,6-bis(4'-aminophenyl)-4-(4'-aminophenyl)pyridine